(E)-N-(4-((3,4-dichloro-2-fluorophenyl)amino)-5-(2-hydroxyethoxy)quinazolin-6-yl)-4-(Dimethylamino)but-2-enamide ClC=1C(=C(C=CC1Cl)NC1=NC=NC2=CC=C(C(=C12)OCCO)NC(\C=C\CN(C)C)=O)F